2-{[(2R,7aS)-2-fluoro-hexahydropyrrolizin-7a-yl]methoxy}-4-(3-ethynylpiperidin-1-yl)-7-(8-fluoro-3-hydroxynaphthalen-1-yl)-8-methylpyrano[4,3-d]pyrimidin-5-one F[C@@H]1C[C@@]2(CCCN2C1)COC=1N=C(C2=C(N1)C(=C(OC2=O)C2=CC(=CC1=CC=CC(=C21)F)O)C)N2CC(CCC2)C#C